(3-(4-((tert-butyldimethylsilyl)oxy)butyl)-3-azaspiro[5.5]undecane-9,9-diyl)dimethanol [Si](C)(C)(C(C)(C)C)OCCCCN1CCC2(CC1)CCC(CC2)(CO)CO